tert-butyl (2R,5S)-5-[2-(4-chloro-3-fluorophenoxy)acetamido]-2-{[2-(trifluoromethoxy)ethoxy]carbamoyl}piperidine-1-carboxylate ClC1=C(C=C(OCC(=O)N[C@H]2CC[C@@H](N(C2)C(=O)OC(C)(C)C)C(NOCCOC(F)(F)F)=O)C=C1)F